Benz[a]Pyrene C1=CC=C2C=CC=3C=C4C(=C5C=CC1=C2C53)C=CC=C4